4-(2-hydroxy-7-phenylnaphthalen-1-yl)-3-(pyridin-2-yl)-1H-isochromen-1-one OC1=C(C2=CC(=CC=C2C=C1)C1=CC=CC=C1)C1=C(OC(C2=CC=CC=C12)=O)C1=NC=CC=C1